NC1=NC(N(C=C1)[C@@H]1O[C@]([C@H]([C@@H]1F)O)(C=C)CO)=O 4-amino-1-((2R,3S,4R,5R)-3-fluoro-4-hydroxy-5-(hydroxymethyl)-5-vinyltetrahydrofuran-2-yl)pyrimidin-2(1H)-one